3-[4-(2-oxo-1,2-dihydro-quinolin-3-yl)-[1,2,3]triazol-1-yl]-benzoic acid methyl ester COC(C1=CC(=CC=C1)N1N=NC(=C1)C=1C(NC2=CC=CC=C2C1)=O)=O